C(C)(C)(C)N1CCN(CC1)C=1C=NC(=CC1)N1N=C(C(=C1)C1=C(C(=CC(=C1)Cl)NS(=O)(=O)N1CCCC1)F)C1=CC=NC=C1 tert-butyl-4-[6-(4-{5-chloro-2-fluoro-3-[(pyrrolidine-1-sulfonyl)amino]phenyl}-3-(pyridin-4-yl)pyrazol-1-yl)pyridin-3-yl]piperazine